O[C@@H]1CN(CC[C@@]12NCC1=CC=CC=C1C2)C(=O)C=2N=C1N(C=CC(=N1)C)C2 [(3R,3'R)-3'-hydroxy-1,4-dihydro-1'H,2H-spiro[isoquinoline-3,4'-piperidin]-1'-yl](7-methylimidazo[1,2-a]pyrimidin-2-yl)methanone